4-(4-(4'-fluoro-[1,1'-biphenyl]-4-yl)-3,6-dihydropyridin-1(2H)-yl)-N-hydroxy-2-methyl-2-(methylsulfonyl)butanamide FC1=CC=C(C=C1)C1=CC=C(C=C1)C=1CCN(CC1)CCC(C(=O)NO)(S(=O)(=O)C)C